C(N)(OCS(=O)(=O)C=1SC(=C(C1C1=CC=C(C=C1)CN1C(=NC=C1)C(C)(C)C)C)CC(C)C)=O ((3-(4-((2-(tert-butyl)-1H-imidazol-1-yl)methyl)phenyl)-5-isobutyl-4-methylthiophen-2-yl)sulfonyl)Methyl carbamate